C1(CC1)NC(=O)C1=CC=C(C=2C=CC(OC21)=O)C2=NO[C@@](C2)(C(F)(F)F)C2=CC(=C(C(=C2)Cl)F)Cl (R)-N-cyclopropyl-5-[5-(3,5-dichloro-4-fluorophenyl)-4,5-dihydro-5-(trifluoromethyl)-3-isoxazolyl]-2-oxo-2H-1-benzopyran-8-carboxamide